tert-butyl 4-[(7-chloro-1,6-naphthyridin-2-yl)difluoromethyl]piperidine-1-carboxylate ClC1=NC=C2C=CC(=NC2=C1)C(C1CCN(CC1)C(=O)OC(C)(C)C)(F)F